(S)-N-(4-((4-(4-Aminopyrimidin-2-yl)-1-methyl-1H-pyrazol-5-yl)oxy)butan-2-yl)-6'-chloro-5-((3-(difluoromethoxy)azetidin-1-yl)methyl)-3-fluoro-[2,3'-bipyridin]-4'-amine NC1=NC(=NC=C1)C=1C=NN(C1OCC[C@H](C)NC1=C(C=NC(=C1)Cl)C1=NC=C(C=C1F)CN1CC(C1)OC(F)F)C